N[C@@H](C(=O)O)C1CCCCC1 (R)-2-amino-2-cyclohexylacetic acid